[I-].C1(CCCCC1)C(=O)OC(C(C)C)[N+]1(CCC=C(C1)C1=NSN=C1OCCCCCC)C 1-(1-((Cyclohexanecarbonyl)oxy)-2-methylpropyl)-5-(4-(hexyloxy)-1,2,5-thiadiazol-3-yl)-1-methyl-1,2,3,6-tetrahydropyridin-1-ium iodide